4-(2-(4,4-difluorocyclohexyl)ethyl)-7-fluoro-1-thioxo-2,4-dihydro-[1,2,4]triazolo[4,3-a]quinazolin-5(1H)-one FC1(CCC(CC1)CCN1C=2N(C3=CC=C(C=C3C1=O)F)C(NN2)=S)F